ClC=1C=C(OCC(=O)O)C=C(C1CC1=C(C=C(C(=C1)C1=CC(=C(C=C1)F)F)OC)F)Cl 2-[3,5-dichloro-4-[[5-(3,4-difluorophenyl)-2-fluoro-4-methoxy-phenyl]methyl]phenoxy]acetic acid